4-(3-(5-methoxypyridin-2-yl)pyrazolo[1,5-a]pyrimidin-5-yl)piperazine-1-carboxylic acid isopropyl ester C(C)(C)OC(=O)N1CCN(CC1)C1=NC=2N(C=C1)N=CC2C2=NC=C(C=C2)OC